N1CC(C1)C1=CC=C2C=C(N(C2=C1)CC1CC1)C1=NC2=C(N1C)C(=CC(=C2)C(=O)N2[C@@H]1CC[C@H](C2)[C@H]1N)OC (1R,4R,7R)-2-{2-[6-(azetidin-3-yl)-1-(cyclopropylmethyl)-1H-indol-2-yl]-7-methoxy-1-methyl-1H-1,3-benzodiazole-5-carbonyl}-2-azabicyclo[2.2.1]heptan-7-amine